(E)-N-(2-(2,4-Dihydroxy-5-methylbenzoyl)isoindolin-4-yl)-4-(dimethylamino)-N-(pyridin-4-ylmethyl)but-2-enamide OC1=C(C(=O)N2CC3=CC=CC(=C3C2)N(C(\C=C\CN(C)C)=O)CC2=CC=NC=C2)C=C(C(=C1)O)C